methylpentafluorobenzoate COC(C1=C(C(=C(C(=C1F)F)F)F)F)=O